COC=1C=C(C=C(C1OC)OC)N1C=NC(=C1)NC=1C2=C(N=C(N1)N1[C@@H](CCC1)C(=O)N)COC2 (S)-1-(4-((1-(3,4,5-trimethoxyphenyl)-1H-imidazol-4-yl)amino)-5,7-dihydrofuro[3,4-D]pyrimidin-2-yl)pyrrolidine-2-carboxamide